OCCC1=CC=C(C=C1)CCO 1,4-bis(hydroxyethyl)benzene